OC(C(=O)[O-])CCC hydroxyvalerate